Cl.CN1C=NC=C1C#CC1=CC=C(S1)CN1C(NN=C1)=O 4-(5-[(1-methyl-1H-imidazol-5-yl)ethynyl]thiophen-2-ylmethyl)-2,4-dihydro-3H-1,2,4-triazol-3-one hydrochloride